Cl.O1CC(CC12CCNCC2)N2CCN(CC2)C(=O)OC(C)(C)C tert-butyl 4-(1-oxa-8-azaspiro[4.5]decan-3-yl)piperazine-1-carboxylate, hydrochloride salt